(4-(trifluoromethyl)phenyl)(2,4,6-trimethylphenyl)iodonium trifluoromethanesulfonate FC(S(=O)(=O)[O-])(F)F.FC(C1=CC=C(C=C1)[I+]C1=C(C=C(C=C1C)C)C)(F)F